[Na+].ClC=1C(=NC=C(C1)C(F)(F)F)NS(=O)(=O)[O-] 3-chloro-5-(trifluoromethyl)-2-pyridylaminosulphonic acid sodium salt